CC1=CC2=C(N3CC4=C(N(C2)C3)C=CC(=C4)C)C=C1 2,8-dimethyl-6H,12H-5,11-Methanodibenzo[b,f][1,5]diazocine